2-(6-amino-5-(4-(4-((1R,4R)-4-(4-((S)-2,6-dioxopiperidin-3-yl)-3,4-dihydro-2H-benzo[b][1,4]oxazin-8-yl)cyclohexyl)-2-oxopiperazin-1-yl)-1H-pyrazol-1-yl)pyridazin-3-yl)phenyl acetate C(C)(=O)OC1=C(C=CC=C1)C=1N=NC(=C(C1)N1N=CC(=C1)N1C(CN(CC1)C1CCC(CC1)C1=CC=CC2=C1OCCN2[C@@H]2C(NC(CC2)=O)=O)=O)N